CC1(COCC1O)O 3-methyl-tetrahydrofuran-3,4-diol